(2R,3S,5R)-5-(2-chloro-6-isobutyramido-9H-purin-9-yl)-2-((((S)-(((S)-1-(2-ethylbutoxy)-1-oxopropan-2-yl)amino)(phenoxy) phosphoryl)oxy)methyl)-2-ethynyltetrahydrofuran-3-yl isobutyrate C(C(C)C)(=O)O[C@@H]1[C@@](O[C@H](C1)N1C2=NC(=NC(=C2N=C1)NC(C(C)C)=O)Cl)(C#C)CO[P@](=O)(OC1=CC=CC=C1)N[C@H](C(=O)OCC(CC)CC)C